FC(C1=C(C=C(C=C1OCC)C1(OCCO1)C)OCC)F 2-[4-(difluoromethyl)-3,5-diethoxyphenyl]-2-methyl-1,3-dioxolane